tertbutyl 4-(3-(2-(difluoromethoxy)-6-methoxypyridin-3-yl)-1-(2-isopropylphenyl)ureido)piperidine-1-carboxylate FC(OC1=NC(=CC=C1NC(N(C1=C(C=CC=C1)C(C)C)C1CCN(CC1)C(=O)OC(C)(C)C)=O)OC)F